C(C1=CC=CC=C1)O[C@@H](CCOC[C@@H](OC1=CN=CC(=N1)C1=NN(C2=CC=C(C=C12)O[Si](C)(C)C(C)(C)C)C1OCCCC1)C)C [3-[6-[(1S)-2-[(3R)-3-benzyloxybutoxy]-1-methyl-ethoxy]pyrazin-2-yl]-1-tetrahydropyran-2-yl-indazol-5-yl]oxy-tert-butyl-dimethyl-silane